3-(6-Nitro-1H-indol-3-yl)benzonitrile [N+](=O)([O-])C1=CC=C2C(=CNC2=C1)C=1C=C(C#N)C=CC1